C(C)(=O)OCC(=O)N1C(CN(CC1)C1=NC2=C(C(=CC=C2C(=C1)N1C=NC=C1)Cl)Cl)C(=O)OC Methyl 1-(2-acetoxyacetyl)-4-(7,8-dichloro-4-(1H-imidazol-1-yl)quinolin-2-yl)piperazine-2-carboxylate